CCCCCC/C=C\CCCCCCCC(=O)OC[C@H](COP(=O)(O)OC[C@H](CO)O)OC(=O)CCCCCCC/C=C\CCCCCC 1,2-di-(9Z-hexadecenoyl)-sn-glycero-3-phospho-(1'-sn-glycerol)